(R)-1-(2-chloro-pyridin-3-yl)ethyl (1-methyl-4-(6-methyl-5-(methyl-sulfonamido)pyridin-2-yl)-1H-1,2,3-triazol-5-yl)carbamate CN1N=NC(=C1NC(O[C@H](C)C=1C(=NC=CC1)Cl)=O)C1=NC(=C(C=C1)NS(=O)(=O)C)C